(3R,4R)-4-amino-1-methyl-pyrrolidin-3-ol N[C@H]1[C@@H](CN(C1)C)O